tyrosine dinicotinate C(C1=CN=CC=C1)(=O)O.C(C1=CN=CC=C1)(=O)O.N[C@@H](CC1=CC=C(C=C1)O)C(=O)O